(2R)-2-([1-[(2-chlorophenyl)methyl]-5-(3-methoxyphenyl)-1H-pyrazol-3-yl]-methoxy)-2-methylbutanoic acid ClC1=C(C=CC=C1)CN1N=C(C=C1C1=CC(=CC=C1)OC)CO[C@@](C(=O)O)(CC)C